CC(C(=O)NC1=CC=C(C=N1)C=1C=NC=C(C1)C(F)(F)F)(C)C=1N=C(SC1)NS(=O)(=O)C 2-methyl-2-(2-(methylsulfonamido)thiazol-4-yl)-N-(5'-(trifluoromethyl)-[3,3'-bipyridin]-6-yl)propanamide